FC1=CC(=C(C=C1)N1C(C(=CC=C1)C(=O)NC=1C=NC(=CC1)C(C)(C)OC)=O)OCC(F)(F)F 1-[4-fluoro-2-(2,2,2-trifluoroethoxy)phenyl]-N-[6-(2-methoxypropan-2-yl)pyridin-3-yl]-2-oxo-1,2-dihydropyridine-3-carboxamide